(N-(4,5-dimethylisoxazol-3-yl)sulfamoyl)-2-(ethoxymethyl)-(1,1')Biphenyl CC=1C(=NOC1C)NS(=O)(=O)C=1C(=C(C=CC1)C1=CC=CC=C1)COCC